C(C=C)NS(=O)(=O)C1=C(C=C(C=C1CCCCC)OC)OC N-allyl-2,4-dimethoxy-6-pentyl-benzenesulfonamide